2-({[1,1'-Biphenyl]-3-yl}methyl)-3-oxopiperidine-1-carboxylic acid tert-butyl ester C(C)(C)(C)OC(=O)N1C(C(CCC1)=O)CC=1C=C(C=CC1)C1=CC=CC=C1